(1S,2S)-1,2-bis(4-dimethylaminophenyl)ethylenediaminetetraacetic acid hydrochloride Cl.CN(C1=CC=C(C=C1)[C@@H]([C@@H](N(CC(=O)O)CC(=O)O)C1=CC=C(C=C1)N(C)C)N(CC(=O)O)CC(=O)O)C